OCCSSCCO 2-hydroxy-ethyldisulfide